CC1(CC2=CC=C(C=C2C1)C)C(C)O 1-(2,5-dimethyl-2-indanyl)-1-ethanol